C(CCCCCCCCCCCCCCC)(=O)OCC(OC(CCCCCCCCCCCCCCC)=O)COC(CCCCCCCCCCCCCCC)=O glycerol tri-palmitate